ClC1=C(C=CC=C1)SC1=CC=CC2=C1C=CB2 4-((2-chlorophenyl)thio)benzoborole